[2-({[(3R,5aS,6R,8aS,9R,10S,12R,12aR)-3,6,9-trimethyldecahydro-12H-3,12-epoxypyrano[4,3-j][1,2]benzodioxepin-10-yl]methyl}carbamoyl)phenyl]boronic acid C[C@@]12OO[C@]34[C@@H](CC1)[C@@H](CC[C@H]3[C@H]([C@H](O[C@@H]4O2)CNC(=O)C2=C(C=CC=C2)B(O)O)C)C